IC1CN(CCC12OCC1=NC=CC(=C12)C)C(=O)OC(C)(C)C tert-butyl 3'-iodo-4-methyl-7H-spiro[furo[3,4-b]pyridine-5,4'-piperidine]-1'-carboxylate